NC1=C(C=C(C=N1)C=1C=C2N(N1)CC[C@]21CN(CC1)C(=O)OC(C)(C)C)OCC=1N=NC=CC1 tert-butyl (3R)-2'-[6-amino-5-(pyridazin-3-ylmethoxy)pyridin-3-yl]-5',6'-dihydro-1H-spiro[pyrrolidine-3,4'-pyrrolo[1,2-b]pyrazole]-1-carboxylate